C(C)(C)(C)OC(=O)NCCC[C@@H](C(=O)OC)NC(=O)C=1SC(=CC1)NCC=1C(=C2C(=NC(=NC2=CC1)N)N)Cl Methyl (S)-5-((tert-butoxycarbonyl)amino)-2-(5-(((2,4-diamino-5-chloroquinazolin-6-yl)methyl) amino)thiophene-2-carboxamido)pentanoate